N-(5-methyl-1H-pyrazol-3-yl)azetidine-3-carboxamide hydrochloride Cl.CC1=CC(=NN1)NC(=O)C1CNC1